COC(=O)C=1NC2=C(C=CC=C2C1)OCC(C)(C)N1C=NC=C1 7-(2-(1H-imidazol-1-yl)-2-methylpropyloxy)-1H-indole-2-carboxylic acid methyl ester